CS(=O)(=O)CCN1N=CC(=C1)C=1N=C(C=2N(C1)N=CC2)C=2C=NN(C2)C(CC)CC 6-(1-(2-(methylsulfonyl)ethyl)-1H-pyrazol-4-yl)-4-(1-(pentan-3-yl)-1H-pyrazol-4-yl)pyrazolo[1,5-a]pyrazine